S1C(=CC=C1)C=1N=NN(C1)CC1=CC=C(C=C1)C1=NOC(=N1)OC(=O)N1CCCC1 (3-(4-((4-(thiophen-2-yl)-1H-1,2,3-triazol-1-yl)methyl)phenyl)-1,2,4-oxadiazol-5-yl)-pyrrolidine-1-carboxylate